[4-(5-chlorooxazolo[4,5-b]pyridin-2-yl)piperazin-1-yl]-[4-[5-(2,2-dimethylpropyl)-1,3,4-oxadiazol-2-yl]phenyl]methanone ClC1=CC=C2C(=N1)N=C(O2)N2CCN(CC2)C(=O)C2=CC=C(C=C2)C=2OC(=NN2)CC(C)(C)C